C(CC=C)OCC(COCCC#C)O 1-(3-butene-1-oxy)-3-(3-butyne-1-oxy)-2-propanol